4-[(3-chloro-4-fluoro-phenyl)amino]-7-[2-(2,2-dimethyl-6-oxo-morpholin-4-yl)-ethoxy]-6-[(S)-(tetrahydrofuran-2-yl)methoxy]-quinazoline ClC=1C=C(C=CC1F)NC1=NC=NC2=CC(=C(C=C12)OC[C@H]1OCCC1)OCCN1CC(OC(C1)=O)(C)C